3-(7-chloro-6-methoxyquinazolin-4-yloxy)-4-methyl-N-(3-(4-methyl-1H-imidazol-1-yl)-5-(trifluoromethyl)phenyl)benzamide ClC1=C(C=C2C(=NC=NC2=C1)OC=1C=C(C(=O)NC2=CC(=CC(=C2)C(F)(F)F)N2C=NC(=C2)C)C=CC1C)OC